ClC1=CC=C(C=C1)C=CC(=O)C1=C(C=C(C=C1)CC(=O)O)OC 2-[4-[3-(4-Chlorophenyl)prop-2-enoyl]-3-methoxyphenyl]acetic acid